Methyl 2-hydroxy-2-(3-(4-methylpiperazin-1-yl)phenyl)acetate OC(C(=O)OC)C1=CC(=CC=C1)N1CCN(CC1)C